FC(CC(=O)N1CC=2C3=C(N(N=C3CC1)C1=NNC=C1)N=C(C2)N2[C@@H](COCC2)C)(F)F (R)-3,3,3-trifluoro-1-(4-(3-methylmorpholino)-2-(1H-pyrazol-3-yl)-2,6,8,9-tetrahydro-7H-1,2,3,7-tetraazabenzo[cd]azulene-7-yl)propan-1-one